N1(N=NN=C1)C1=CC(=C(C=C1)C1=CC=CC=C1)NS(=O)(=O)C=1C=C(C(=O)O)C=CC1CC 3-(N-(4-(tetrazol-1-yl)-[1,1'-biphenyl]-2-yl)sulfamoyl)-4-ethylbenzoic Acid